C(#N)CC1CCC(CC1)N1C(=NC=2C1=C1C(=NC2)NC=C1)CC(=O)N 2-(1-((1r,4r)-4-(cyanomethyl)cyclohexyl)-1,6-dihydroimidazo[4,5-d]pyrrolo[2,3-b]pyridin-2-yl)acetamide